3-hydroxy-1-methyl-3-(1-methyl-5-(6-(2-((1-methyl-1H-pyrazol-3-yl)amino)pyrimidin-4-yl)pyridin-2-yl)-1H-pyrazol-3-yl)pyrrolidin-2-one OC1(C(N(CC1)C)=O)C1=NN(C(=C1)C1=NC(=CC=C1)C1=NC(=NC=C1)NC1=NN(C=C1)C)C